CC(CN1C(=NC=C1C1=CC=CC=C1)C(=O)C1=CC=CC=C1)C [1-(2-methylpropyl)-5-phenylimidazol-2-yl]phenyl-methanone